ClC=1C=CC2=C(C([C@@](O2)(C(=O)NC23CC(C2)(C3)NC(COC3=CC(=C(C=C3)Cl)F)=O)C)=O)C1 (2R)-5-chloro-N-{3-[2-(4-chloro-3-fluorophenoxy)acetamido]bicyclo[1.1.1]pent-1-yl}-2-methyl-3-oxo-2,3-dihydro-1-benzofuran-2-carboxamide